2-(6-bromo-3-chloro-2-fluoro-phenyl)ethoxy-tert-butyl-dimethyl-silane BrC1=CC=C(C(=C1CCO[Si](C)(C)C(C)(C)C)F)Cl